Tert-butyl (1R,5S,6R)-6-(1-(4-fluorophenyl)-1H-pyrazol-3-yl)-3-azabicyclo[3.1.0]hexane-3-carboxylate FC1=CC=C(C=C1)N1N=C(C=C1)C1[C@H]2CN(C[C@@H]12)C(=O)OC(C)(C)C